NC1=NC(=NC=2N1N=C(N2)C=2OC=CC2)N2CC(CCC2)CN2CCN(CC2)C2=CC=C(C=C2)O 4-(4-((1-(7-amino-2-(furan-2-yl)-[1,2,4]triazolo[1,5-a][1,3,5]triazin-5-yl)piperidin-3-yl)methyl)piperazin-1-yl)phenol